5-((3-chloro-1-(4-fluoro-2-(((4-methoxybenzyl)oxy)methyl)phenyl)-1H-pyrazol-5-yl)(hydroxy)methyl)-1-methyl-1H-pyrazole-3-carbonitrile ClC1=NN(C(=C1)C(C1=CC(=NN1C)C#N)O)C1=C(C=C(C=C1)F)COCC1=CC=C(C=C1)OC